CS(=O)(=O)OC1COC2=C(N(C1)CC1=CC=C(C=C1)F)C=C(C(=C2)Br)C [8-bromo-5-[(4-fluorophenyl)methyl]-7-methyl-3,4-dihydro-2H-1,5-benzoxazepin-3-yl] methanesulfonate